[N+](=O)([O-])C1=CC=C(O1)N 5-nitro-2-furanamine